4-cyclohexylvinylcyclobutene C1(CCCCC1)C=CC1CC=C1